NC=1C(=C(C=CC1)C=1N=CC(=NC1)CC(=O)NC)OC (5-(3-amino-2-methoxyphenyl)pyrazin-2-yl)-N-methylacetamide